S1C=NC2=C1C=CC(=C2)C2=NC(=C1C(=N2)N(N=C1)C1=CC=C(C=C1)OCCOC)NC(=O)C=1SC(=CC1)[N+](=O)[O-] N-(6-(benzo[d]thiazol-5-yl)-1-(4-(2-methoxyethoxy)phenyl)-1H-pyrazolo[3,4-d]pyrimidin-4-yl)-5-nitrothiophene-2-carboxamide